NCCC1=C(C=C(C=C1)N1CCN(CC1)C(=O)OC(C)(C)C)C tert-Butyl 4-(4-(2-aminoethyl)-3-methylphenyl)piperazine-1-carboxylate